FC=1C=C(C=CC1O)C(CN1C[C@@H]2[C@H](C1)CC(C2)OC=2C(=NC=CC2)F)=O 1-(3-fluoro-4-hydroxyphenyl)-2-((3aR,5s,6aS)-5-((2-fluoropyridin-3-yl)oxy)hexahydrocyclopenta[c]pyrrol-2(1H)-yl)ethanone